C/C(=C/C(=O)NC1=CC=CC=C1)/C=C/C=C(/C=C/C1=C(C(CCC1(C)C)C1=NC=C(C=C1)N1CCCC1)C)\C (2Z,4E,6E,8E)-3,7-dimethyl-N-phenyl-9-(2,6,6-trimethyl-3-(5-(pyrrolidin-1-yl)pyridin-2-yl)cyclohex-1-en-1-yl)nona-2,4,6,8-tetraenamide